C(C)(C)(C)C1=C(C=CC=C1)C1=C(C2=C(C3=CC4=CC=CC=C4C(=C3C=C2C=C1)C1=CC=CC=C1)C1=CC=CC=C1)C1=C(C=CC=C1)C(C)(C)C Bis(2-tert-butylphenyl)-6,12-DIPHENYLTETRACENE